C(C)OC(=O)C=1SC(=CC1)CO 5-(hydroxymethyl)thiophene-2-carboxylic acid ethyl ester